1-(6-(((1-(4-(1-acetyl-4-((4-chlorophenyl)amino)-2-methyl-1,2,3,4-tetrahydroquinolin-6-yl)phenyl)piperidin-4-yl)(methyl)amino)methyl)pyridin-3-yl)dihydropyrimidine-2,4(1H,3H)-dione C(C)(=O)N1C(CC(C2=CC(=CC=C12)C1=CC=C(C=C1)N1CCC(CC1)N(C)CC1=CC=C(C=N1)N1C(NC(CC1)=O)=O)NC1=CC=C(C=C1)Cl)C